(S)-2-chloro-N-(6-(difluoromethyl)pyridazin-4-yl)-8-(1-methyl-1H-pyrazol-4-yl)-8-(trifluoromethyl)-7,8-dihydro-6H-pyrazolo[1,5-a]pyrrolo[2,3-e]pyrimidine-6-carboxamide ClC1=NN2C(N=CC3=C2[C@](CN3C(=O)NC3=CN=NC(=C3)C(F)F)(C(F)(F)F)C=3C=NN(C3)C)=C1